ClC1=CC=C(COC2=NN=C(S2)NC(C2=C(C=NC=C2)C2=C(C=CC=C2)OC2CC(C2)O)=O)C=C1 N-(5-((4-chlorobenzyl)oxy)-1,3,4-thiadiazol-2-yl)-3-(2-(3-hydroxycyclobutoxy)phenyl)isonicotinamide